FC1(CCN(CC1)C1=NC2=CC(=C(C=C2C(=N1)NCN1CCOCC1)OC)C#CCN1CCCC1)F 2-(4,4-difluoropiperidin-1-yl)-6-methoxy-N-(morpholinomethyl)-7-(3-(pyrrolidin-1-yl)prop-1-yn-1-yl)quinazolin-4-amine